1,3-bis(2,5,6-trifluoro-3,4-dicarboxyphenyl)hexafluoropropane methyl-5-cyclopropyl-3-[3-(cis-methoxy)cyclobutyl]amino-pyridine-2-carboxylate COC(=O)C1=NC=C(C=C1NC1CC(C1)OC)C1CC1.FC1=C(C(=C(C(=C1C(=O)O)C(=O)O)F)F)C(C(C(C1=C(C(=C(C(=C1F)F)C(=O)O)C(=O)O)F)(F)F)(F)F)(F)F